6-(1-(1-((1R,4R)-2,5-diazabicyclo[2.2.1]heptane-2-carbonyl)piperidin-4-yl)-1H-pyrazol-4-yl)-4-methoxypyrazolo[1,5-a]pyridine-3-carbonitrile [C@H]12N(C[C@H](NC1)C2)C(=O)N2CCC(CC2)N2N=CC(=C2)C=2C=C(C=1N(C2)N=CC1C#N)OC